R-3-(3-morpholinopropyl)isobenzofuran-1(3H)-one hydrochloride Cl.O1CCN(CC1)CCC[C@H]1OC(C2=CC=CC=C12)=O